C(#N)C=1C(=NC(=NC1)NC=1C(=CC(=C(C1)NC(C=C)=O)N(C([2H])([2H])[2H])CCN(C)C)OC)C1=CN(C2=CC=CC=C12)C1CC1 N-(5-((5-Cyano-4-(1-cyclopropyl-1H-indol-3-yl)pyrimidin-2-yl)amino)-2-((2-(dimethyl-amino)ethyl)(methyl-d3)amino)-4-methoxyphenyl)acrylamide